n-hexylphenol C(CCCCC)C1=C(C=CC=C1)O